2-chloro-N-{4-[(5R)-7-chloro-4,4-difluoro-5-hydroxy-5-(hydroxymethyl)-2,3,4,5-tetrahydro-1H-1-benzazepine-1-carbonyl]-2-methylphenyl}-4-fluorobenzamide ClC1=C(C(=O)NC2=C(C=C(C=C2)C(=O)N2CCC([C@@](C3=C2C=CC(=C3)Cl)(CO)O)(F)F)C)C=CC(=C1)F